C(CCCCCCCCCCCCCCC)(=O)OC1COC(OC1)CCC(=O)OCCl 2-(3-(chloromethoxy)-3-oxopropyl)-1,3-dioxan-5-yl palmitate